[2H]C1=CC(=NN1)[2H] dideutero-pyrazole